bis[2-(2-butoxyethoxy) ethyl] succinate C(CCC(=O)OCCOCCOCCCC)(=O)OCCOCCOCCCC